naphthalen-2-ol diformate C(=O)O.C(=O)O.C1=C(C=CC2=CC=CC=C12)O